3-[4,5-dimethylazol-2-yl]-2,5-diphenyltetrazolium bromide [Br-].CC=1C=C(NC1C)N1N([NH2+]C(=N1)C1=CC=CC=C1)C1=CC=CC=C1